(S)-6-(((1-cyclopropyl-1H-1,2,3-triazol-4-yl)(1-oxoisoindolin-4-yl)methyl)amino)-4-(neopentylamino)quinoline-3,8-dicarbonitrile C1(CC1)N1N=NC(=C1)[C@H](C1=C2CNC(C2=CC=C1)=O)NC=1C=C2C(=C(C=NC2=C(C1)C#N)C#N)NCC(C)(C)C